5-[2-(4-Ethyl-2-fluoro-3-methoxy-phenylamino)-5-methyl-pyrimidin-4-ylamino]-3H-benzooxazol-2-one trifluoroacetate salt FC(C(=O)O)(F)F.C(C)C1=C(C(=C(C=C1)NC1=NC=C(C(=N1)NC=1C=CC2=C(NC(O2)=O)C1)C)F)OC